C(C)(=O)NC=1C=C(C(=C(C1)C=CCC(=O)O)C)Cl 4-(5-acetamido-3-chloro-2-methylphenyl)but-3-enoic acid